N,N-dimethyl-3-(8-methylimidazo[1,2-a]pyridin-6-yl)-6-(4-piperazin-1-yl-1-piperidyl)pyridin-2-amine CN(C1=NC(=CC=C1C=1C=C(C=2N(C1)C=CN2)C)N2CCC(CC2)N2CCNCC2)C